C1(CC1)NC(=O)NC1CCC(CC1)(F)CCN1CCN(CC1)C1=C(C(=CC=C1)Cl)Cl 1-Cyclopropyl-3-(cis-4-(2-(4-(2,3-dichlorophenyl)piperazin-1-yl)ethyl)-4-fluorocyclohexyl)urea